CN1[C@@H](CCC1)COC1=NN2C(C(=N1)N1CCNCC1)=NC=C2CC2=CC(=CC1=CC=CC=C21)O (S)-4-((2-((1-methylpyrrolidin-2-yl)methoxy)-4-(piperazin-1-yl)imidazo[2,1-f][1,2,4]triazin-7-yl)methyl)naphthalen-2-ol